4-((3S)-4-(4-(2-(2-(2,6-dioxopiperidin-3-yl)-1-oxoisoindolin-4-yl)ethyl)benzyl)-3-methylpiperazin-1-yl)-3-fluorobenzonitrile O=C1NC(CCC1N1C(C2=CC=CC(=C2C1)CCC1=CC=C(CN2[C@H](CN(CC2)C2=C(C=C(C#N)C=C2)F)C)C=C1)=O)=O